C(CCCCP(O)(=O)O)P(O)(=O)O 1,5-pentanediphosphonic acid